CC1=NC=CC=C1S(=O)(=O)C1=CC=C(C=C1)NC(NCC=1C=NC=CC1)=O 3-[4-(2-methylpyridine-3-sulfonyl)phenyl]-1-(pyridin-3-ylmethyl)urea